chloro-1,3-dioxacyclopentane ClC1OCCO1